C1(CC1)N1N=C(C=C1)C 1-cyclopropyl-3-methyl-pyrazole